(1,3-dimethyl-1H-pyrazol-4-yl)-3-methyl-1-(tetrahydro-2H-pyran-4-yl)imidazo[1,5-a]quinoxaline CN1N=C(C(=C1)C=1C=2N(C3=CC=CC=C3N1)C(=NC2C)C2CCOCC2)C